1'-[1-(4-methanesulfonylphenoxy)propan-2-yl]-1,2-dihydrospiro[indole-3,4'-piperidin]-2-one CS(=O)(=O)C1=CC=C(OCC(C)N2CCC3(CC2)C(NC2=CC=CC=C23)=O)C=C1